ethyl 3-(2,5-dichlorothiophen-3-yl)-2-acetamidopropanoate ClC=1SC(=CC1CC(C(=O)OCC)NC(C)=O)Cl